[C@H]12CC(C[C@H](CC1)N2)N(C2=CC=C(N=N2)C=2C(=CC1=CC(=CC=C1C2)O)O)C 3-(6-(((1R,3s,5S)-8-azabicyclo[3.2.1]octan-3-yl)(methyl)amino)pyridazin-3-yl)naphthalene-2,7-diol